C(C)OC(=O)C1=CC2=C(NC(S2)=N)C=C1 6-(ethoxycarbonyl)-2-iminobenzo[d]thiazole